[Au].[Hg]C#N mercury cyanide gold